N[C@@H](C(C)(C)S)C(=O)O L-Penicillamin